C(=O)(OCC1C2=CC=CC=C2C2=CC=CC=C12)N[C@@H]([C@H](O)C)C(=O)O Fmocthreonine